CCC(=N)C(=O)O The molecule is a dehydroamino acid that is 2-aminobutanoic acid in which the amino group has been oxidised to the corresponding imine. It is a dehydroamino acid, a ketimine and a monocarboxylic acid. It is a tautomer of a 2-iminobutanoic acid zwitterion, a 2-aminobut-2-enoic acid zwitterion and a 2-aminobut-2-enoic acid.